Diisopropylisobutylsilyl acrylate C(C=C)(=O)O[Si](CC(C)C)(C(C)C)C(C)C